FC(C1=NN(C(=C1)C(F)F)CC(=O)N1CCC(CC1)C=1SC=C(N1)C1=NO[C@H](C1)C1=C(C=CC=C1OCC#C)Cl)F 2-[3,5-Bis(difluoromethyl)-1H-pyrazol-1-yl]-1-[4-(4-{(5R)-5-[2-chloro-6-(prop-2-yn-1-yloxy)phenyl]-4,5-dihydro-1,2-oxazol-3-yl}-1,3-thiazol-2-yl)piperidin-1-yl]ethanon